N-(6-chloro-3-nitropyridin-2-yl)benzenesulfonamide ClC1=CC=C(C(=N1)NS(=O)(=O)C1=CC=CC=C1)[N+](=O)[O-]